(S)-1-(4-(2,6-dioxopiperidin-3-yl)phenyl)piperidine-4-carbaldehyde O=C1NC(CC[C@H]1C1=CC=C(C=C1)N1CCC(CC1)C=O)=O